N-(9-azabicyclo[3.3.1]nonan-3-yl)-4,5-dihydro-1H,3H-[1,4]oxazepino[4,3-a]indole-11-carboxamide C12CC(CC(CCC1)N2)NC(=O)C2=C1N(C=3C=CC=CC23)CCCOC1